FC1=C(C=C(C=C1)C1=NC=NC2=CC(=CC=C12)N1CCOCC1)C(O)C=1SC=CN1 [2-Fluoro-5-(7-morpholin-4-yl-quinazolin-4-yl)-phenyl]thiazol-2-yl-methanol